N[C@H](C(=O)NCCC=1C(=NC(=CC1OCC1=CC=CC=C1)C1=C(C=C(C=C1)C(C)(C)C)C)C)C (2S)-2-amino-N-[2-[4-benzyloxy-6-(4-tert-butyl-2-methyl-phenyl)-2-methyl-3-pyridyl]ethyl]propanamide